FC1=CC=C2C=C(COC2=C1)C(=O)NC 7-fluoro-N-methyl-2H-chromen-3-carboxamide